(3AR,4R,6aR)-1-(5-(2-cyanopyridin-4-yl)oxazol-2-carbonyl)-4-methylhexahydropyrrolo[3,4-b]pyrrole-5(1H)-carbonitrile C(#N)C1=NC=CC(=C1)C1=CN=C(O1)C(=O)N1[C@@H]2[C@H](CC1)[C@H](N(C2)C#N)C